C(C1=CC=CC=C1)N1CC=2C(N(C=3N(C2CC1)CCN3)CC3=CC=C(C=C3)C(F)(F)F)=O 7-Benzyl-4-(4-(trifluoromethyl)benzyl)-1,2,6,7,8,9-hexahydroimidazo[1,2-a]pyrido[3,4-e]pyrimidin-5(4H)-one